2-hydroxy-6-methoxy-4-((4-(pyrrolidin-1-yl)phenyl)ethynyl)benzaldehyde OC1=C(C=O)C(=CC(=C1)C#CC1=CC=C(C=C1)N1CCCC1)OC